7-bromo-4-hydroxy-1-isobutyl-2-oxo-1,2-dihydroquinoline-3-carboxylic acid ethyl ester C(C)OC(=O)C=1C(N(C2=CC(=CC=C2C1O)Br)CC(C)C)=O